N-(3-chloro-4-(4-(((1r,4r)-4-(hydroxymethyl)cyclohexyl)amino)-1H-pyrrolo[2,3-b]pyridin-3-carbonyl)phenyl)-2-methoxybenzamide ClC=1C=C(C=CC1C(=O)C1=CNC2=NC=CC(=C21)NC2CCC(CC2)CO)NC(C2=C(C=CC=C2)OC)=O